N-Vinylisoxazole C(=C)N1OC=CC1